NC1=NC(=NC=C1C#N)S(=O)(=O)C 4-amino-2-(methylsulfonyl)pyrimidine-5-carbonitrile